2-(2,6-difluorophenyl)-2-hydroxyacetylhydrazine FC1=C(C(=CC=C1)F)C(C(=O)NN)O